O1C(=CC=C1)C1=CC=C(C(=O)OC)C=C1 methyl 4-(furan-2-yl)benzoate